trans-2,2-dimethyl-N-(1-methyl-4-(6-(trifluoromethyl)pyridin-3-yl)pyrrolidin-3-yl)-3-((3-methylpyridin-2-yl)oxy)propionamide CC(C(=O)N[C@@H]1CN(C[C@H]1C=1C=NC(=CC1)C(F)(F)F)C)(COC1=NC=CC=C1C)C